COC1=C(C=C(C=C1)N1C(N(CC(C1)C)CC1=C(C=C(C=C1)CC(=O)N1CCOCC1)OC)=O)OCCCCC 1-(4-methoxy-3-(pentyloxy)phenyl)-3-(2-methoxy-4-(2-morpholino-2-oxoethyl)benzyl)-5-methyltetrahydropyrimidin-2(1H)-one